ClC1=CC=C(C=C1)C1=NOC(=N1)N1CCC(CC1)C(=O)NC[C@H]1CN(CC1)C[C@H]1CN(CCC1)C 1-(3-(4-chlorophenyl)-1,2,4-oxadiazol-5-yl)-N-(((S)-1-(((R)-1-methylpiperidin-3-yl)methyl)pyrrolidin-3-yl)methyl)piperidine-4-carboxamide